N-[(6-Amino-2-pyridyl)sulfonyl]-5-[4-(trifluoromethoxy)phenyl]-2-(2,2,4-trimethylpyrrolidin-1-yl)pyridin-3-carboxamid NC1=CC=CC(=N1)S(=O)(=O)NC(=O)C=1C(=NC=C(C1)C1=CC=C(C=C1)OC(F)(F)F)N1C(CC(C1)C)(C)C